methyl 1-(3-((tert-butyldimethylsilyl)oxy)propyl)-5-chloro-1H-pyrrolo[3,2-b]pyridine-7-carboxylate [Si](C)(C)(C(C)(C)C)OCCCN1C=CC2=NC(=CC(=C21)C(=O)OC)Cl